[Sb].[Ga].[Al] aluminum gallium stibium